(15Z)-18-hydroxy-15-octadecenylacetate OCC\C=C/CCCCCCCCCCCCCCCC(=O)[O-]